6-fluoro-1-methyl-4-(4-(5-methylbenzo[d]oxazol-2-yl)piperidin-1-yl)quinazolin-2(1H)-one FC=1C=C2C(=NC(N(C2=CC1)C)=O)N1CCC(CC1)C=1OC2=C(N1)C=C(C=C2)C